C(C)(C)(C)OC(=O)C=1C=C(C=CC1)NC1(CCN(CC1)C(=O)OC(C)(C)C)C1=NN=C(N1)C1=NC=NC=C1 tert-butyl 4-((3-(tert-butoxycarbonyl)phenyl)amino)-4-(5-(pyrimidin-4-yl)-4H-1,2,4-triazol-3-yl)piperidine-1-carboxylate